1-methyl-N-{8-methyl-2-[(2R)-1-methylpyrrolidin-2-yl]imidazo[1,2-a]pyrazin-6-yl}-1H-indazole-5-carboxamide CN1N=CC2=CC(=CC=C12)C(=O)NC=1N=C(C=2N(C1)C=C(N2)[C@@H]2N(CCC2)C)C